Phenyl-coumarone C1(=CC=CC=C1)C=1OC2=CC=CC=C2C1